((2-methoxy-6-(2-methyl-[1,1'-biphenyl]-3-yl)pyridin-3-yl)methyl)glycine methyl ester COC(CNCC=1C(=NC(=CC1)C=1C(=C(C=CC1)C1=CC=CC=C1)C)OC)=O